O.O.P(=O)([O-])([O-])O.[Na+].[Na+] disodium phosphate dihydrate